8,8'-(((3R,4S)-3-hydroxytetrahydro-2H-pyran-4-yl)-azanediyl)bis(N,N-didecyloctanamide) O[C@H]1COCC[C@@H]1N(CCCCCCCC(=O)N(CCCCCCCCCC)CCCCCCCCCC)CCCCCCCC(=O)N(CCCCCCCCCC)CCCCCCCCCC